ClC1=C(N=C(NC1=O)C1=C(N=CS1)C)C1CCN(CC1)C(=O)C=1N(N=C(C1)C)C 5-chloro-4-[1-(2,5-dimethylpyrazole-3-carbonyl)-4-piperidinyl]-2-(4-methylthiazol-5-yl)-1H-pyrimidin-6-one